5-fluoro-2-(3-hydroxycyclopent-1-en-1-yl)-7-((2-(trimethylsilyl)ethoxy)methyl)-7H-pyrrolo[2,3-d]pyrimidin-4-ol FC1=CN(C=2N=C(N=C(C21)O)C2=CC(CC2)O)COCC[Si](C)(C)C